fluoromethanesulfonate FCS(=O)(=O)[O-]